FC(C(=O)O)(F)F.CN(C1=CC(=C(C=C1)NC(=O)C=1C=NN2C1N=C(C=C2)N[C@H]2CNCCC2)C(F)(F)F)C (R)-N-(4-(dimethylamino)-2-(trifluoromethyl)phenyl)-5-(piperidin-3-ylamino)pyrazolo[1,5-a]pyrimidine-3-carboxamide trifluoroacetate salt